diisopropyl (((((3aS,4S,6R,6aR)-6-(2-chloro-4-(cyclopentylamino)-7H-pyrrolo[2,3-d]pyrimidin-7-yl)-2,2-dimethyltetrahydrofuro[3,4-d][1,3]dioxol-4-yl)methyl)sulfonyl)methyl)phosphonate ClC=1N=C(C2=C(N1)N(C=C2)[C@@H]2O[C@@H]([C@@H]1[C@H]2OC(O1)(C)C)CS(=O)(=O)CP(OC(C)C)(OC(C)C)=O)NC1CCCC1